5-[2-Methoxy-6-methyl-4-(trifluoromethyl)phenyl]-2-piperazin-1-yl-oxazolo[4,5-b]pyridine COC1=C(C(=CC(=C1)C(F)(F)F)C)C1=CC=C2C(=N1)N=C(O2)N2CCNCC2